(2s,3r,4r,5r,6r)-6-(4-azidobenzyl)-3,4,5-tris((trimethylsilyl)oxy)tetrahydro-2H-pyran-2-carbaldehyde N(=[N+]=[N-])C1=CC=C(C[C@@H]2[C@H]([C@H]([C@@H]([C@H](O2)C=O)O[Si](C)(C)C)O[Si](C)(C)C)O[Si](C)(C)C)C=C1